1-(2,6-dichlorophenyl)-4-((6-(3,5-dimethyl-1H-pyrazol-1-yl)pyridin-3-yl)amino)-1H-pyrazole-3-carboxamide ClC1=C(C(=CC=C1)Cl)N1N=C(C(=C1)NC=1C=NC(=CC1)N1N=C(C=C1C)C)C(=O)N